ClC1=NC(=CC(=C1)OC1=C(C=CC=C1)I)Cl 2,6-dichloro-4-(2-iodophenoxy)pyridine